BrC1=CC=C(C(=N1)NC(=O)C1N(C2CC2C1)C(=O)OCCCC)F butyl 3-((6-bromo-3-fluoropyridin-2-yl)carbamoyl)-2-azabicyclo[3.1.0]hexane-2-carboxylate